Dimethylsilyl-(2-methyl-4-phenyl-1,5,6,7-tetrahydro-s-indacenyl)(3-butyl-cyclopentadienyl)zirconium dichloride [Cl-].[Cl-].C[SiH](C)[Zr+2](C1C=C(C=C1)CCCC)C1C(=CC2=C(C=3CCCC3C=C12)C1=CC=CC=C1)C